NC1=C2C(=NC=N1)N(N=C2C2=CC=C(C=C2)OC2=CC=CC=C2)C2CCN(CC2)C(CCSC2=C1C(N(C(C1=CC=C2)=O)C2C(NC(CC2)=O)=O)=O)=O 4-((3-(4-(4-amino-3-(4-phenoxyphenyl)-1H-pyrazolo[3,4-d]pyrimidin-1-yl)piperidine-1-yl)-3-oxopropyl)thio)-2-(2,6-dioxopiperidin-3-yl)isoindoline-1,3-dione